1-chloro-1-(2-chlorophenyl)ethanol methanesulfonate CS(=O)(=O)OC(C)(C1=C(C=CC=C1)Cl)Cl